3-(4-fluorophenethyl)isonicotinic acid FC1=CC=C(CCC2=C(C(=O)O)C=CN=C2)C=C1